C(C)(C)(C)OC(=O)NC/C=C/CN1/C(/SC=2C1=NC=C(C2)C(=O)O)=N/C(=O)C2=C(N=C(O2)C)CC (Z)-3-((E)-4-((tert-butoxycarbonyl)amino)but-2-en-1-yl)-2-((4-ethyl-2-methyloxazole-5-carbonyl)imino)-2,3-dihydrothiazolo[4,5-b]pyridine-6-carboxylic acid